FC(C(=O)O)(F)F.NC1=NC=CC(=N1)OC=1C=CC(=NC1)N1C(N(CC1=O)C1=CC(=CC=C1)C(F)(F)F)=O 3-{5-[(2-amino-4-pyrimidinyl)oxy]-2-pyridinyl}-1-[3-(trifluoromethyl)phenyl]-2,4-imidazolidinedione trifluoroacetate